FC(C=1C=C(CCO)C=C(C1)C(F)(F)F)(F)F (R)-3,5-bistrifluoromethyl-phenethyl alcohol